L-2-methyl-4-isothiazolin-3-one CN1SC=CC1=O